CC1=NC=C(C(=O)[O-])C=C1[N+](=O)[O-] 6-methyl-5-nitronicotinate